CN1C(C2=C(C(=C1)C1=CC(N(C=C1C1=CC=CC=C1)CCN1CCOCC1)=O)C=C(N2)C=2C=NN(C2)C(F)(F)F)=O 6-methyl-4-(1-(2-morpholinoethyl)-2-oxo-5-phenyl-1,2-dihydropyridin-4-yl)-2-(1-(trifluoromethyl)-1H-pyrazol-4-yl)-1,6-dihydro-7H-pyrrolo[2,3-c]pyridin-7-one